C(C)OC1=C(C=C(C=C1)O)B(O)O 2-ETHOXY-5-HYDROXYPHENYLBORONIC ACID